3,4-dihydro-isoquinolin-1(2H)-one C1(NCCC2=CC=CC=C12)=O